(R)-5-(4-(1-(4-(1-ethyl-4-(trifluoromethyl)-1H-imidazol-2-yl)-3-fluorophenyl)ethyl)-5-oxo-4,5,6,7-tetrahydropyrazolo[1,5-a]pyrimidin-2-yl)-1-isopropyl-1H-pyrazole-4-carbonitrile C(C)N1C(=NC(=C1)C(F)(F)F)C1=C(C=C(C=C1)[C@@H](C)N1C=2N(CCC1=O)N=C(C2)C2=C(C=NN2C(C)C)C#N)F